2-(2-chlorophenyl)-N-(2-(1,1-difluoroallyl)-4-sulfamoyl-2H-indazol-6-yl)acetamide 1-(4-methoxyphenyl)-2,6-dioxan-3-yl-triflate COC1=CC=C(C=C1)C1OC(CCO1)OS(=O)(=O)C(F)(F)F.ClC1=C(C=CC=C1)CC(=O)NC=1C=C(C2=CN(N=C2C1)C(C=C)(F)F)S(N)(=O)=O